6-(2-hydroxyethoxy)-2H-chromen-2-one OCCOC=1C=C2C=CC(OC2=CC1)=O